methyl-4-(4-(trifluoromethyl)-1H-imidazol-2-yl)benzonitrile CC1=C(C#N)C=CC(=C1)C=1NC=C(N1)C(F)(F)F